C1(CC1)OC=1C(=CC(=NC1)C1=NSC(=N1)NC1=NC=CC=C1C)C(F)(F)F 3-(5-cyclopropoxy-4-(trifluoromethyl)pyridin-2-yl)-N-(3-methylpyridin-2-yl)-1,2,4-thiadiazol-5-amine